N-((4bR,9bR)-1-amino-7-chloro-4b-hydroxy-10-oxo-4b,10-dihydro-9bH-indeno[1,2-b]benzofuran-9b-yl)acetamide NC1=C2C([C@]3([C@](OC4=C3C=CC(=C4)Cl)(C2=CC=C1)O)NC(C)=O)=O